O1CC(C1)N1N=CC=2C1=NC(=NC2)N2CC1(CN(C1)C=1C=NC(=NC1)C(F)(F)F)CC2 6-[1-(oxetan-3-yl)-1H-pyrazolo[3,4-d]pyrimidin-6-yl]-2-[2-(trifluoromethyl)pyrimidin-5-yl]-2,6-diazaspiro[3.4]octane